ClC1=C(C=C(C=C1)C1=CC=CC=2N1N=CN2)F 5-(4-chloro-3-fluorophenyl)-[1,2,4]triazolo[1,5-a]pyridine